3-methyl-1H-imidazol-2(3H)-ylidenecarbamate CN1C(NC=C1)=NC([O-])=O